C12OCC(C1)(C2)C2=NC(=CC(N2)=O)C 2-(2-oxabicyclo[2.1.1]hexan-4-yl)-6-methylpyrimidin-4(3H)-one